5-methoxypyridine-4-sulfonamide COC=1C(=CC=NC1)S(=O)(=O)N